Cl.COC(C1=C(C=CC(=C1)C(=O)NN)C)=O 5-(hydrazinocarbonyl)-2-methylbenzoic acid methyl ester hydrochloride